12-(2-[(2R,6S)-2,6-dimethylpiperidin-1-yl]ethyl)-3,9-difluoro-2,10-dihydroxy-12,13-dihydro-5H-indolo[2,3-a]pyrrolo[3,4-c]carbazole-5,7(6H)-dione C[C@H]1N([C@H](CCC1)C)CCN1C2=CC(=C(C=C2C=2C3=C(C4=C(C12)NC=1C=C(C(=CC14)F)O)C(NC3=O)=O)F)O